O(C1=CC=CC=C1)CC(=O)[O-] phenoxyacetate